(3S,4R)-N-(isoquinolin-5-yl)-4-phenylpyrrolidine-3-carboxamide dihydrochloride Cl.Cl.C1=NC=CC2=C(C=CC=C12)NC(=O)[C@@H]1CNC[C@H]1C1=CC=CC=C1